FC=1C=C2C(=CC=NC2=CC1)C1=CC(=C(C=N1)OC[C@](CC(C)C)(N)C)C (S)-1-((6-(6-fluoroquinolin-4-yl)-4-methylpyridin-3-yl)oxy)-2,4-dimethylpentan-2-amine